O[C@@H](C(=O)N1CC2=C(CCC1)N=CNC2=O)C2=CC(=CC=C2)C(F)(F)F |r| 6-((RS)-2-hydroxy-2-(3-(trifluoromethyl)phenyl)acetyl)-3,5,6,7,8,9-hexahydro-4H-pyrimido[5,4-c]azepin-4-one